8-[3-({9-chloro-7-methoxy-1H,2H,3H-cyclopenta[b]quinolin-6-yl}oxy)propyl]-8-azabicyclo[3.2.1]octane ClC1=C2C(=NC=3C=C(C(=CC13)OC)OCCCN1C3CCCC1CC3)CCC2